ClC=1C(=CC2=C(N=CN2C(F)F)C1)C#CC1=NN(C(=C1C(=O)N)NC)[C@@H]1CN([C@H](C1)COC)C(C=C)=O 3-[2-[6-chloro-3-(difluoromethyl)-1,3-benzodiazol-5-yl]ethynyl]-1-[(3S,5R)-5-(methoxymethyl)-1-(prop-2-enoyl)pyrrolidin-3-yl]-5-(methylamino)pyrazole-4-carboxamide